NC1=C(C(=NC(=N1)C1=CC=C(C=C1)F)OCCO)OC1=C(C=CC=C1)OC 2-((6-amino-2-(4-fluorophenyl)-5-(2-methoxyphenoxy)pyrimidin-4-yl)oxy)ethan-1-ol